4-[(2E,3R)-4-amino-2-(fluoromethylene)-3-methoxy-butoxy]-N-tert-butyl-benzamide hydrochloride Cl.NC[C@@H](/C(/COC1=CC=C(C(=O)NC(C)(C)C)C=C1)=C/F)OC